2-[2-(2-hydroxy-5-methyl-phenyl)-phenethyl]-N,N-dimethylpiperidinium iodide [I-].OC1=C(C=C(C=C1)C)C1=C(CCC2[N+](CCCC2)(C)C)C=CC=C1